C(C1=CC=CC=C1)OC1=CC=C(C=C1)C1(CCOCC1)N1C(NC(C1)C(F)(F)F)=O 1-(4-(4-(Benzyloxy)phenyl)tetrahydro-2H-pyran-4-yl)-4-(trifluoromethyl)-imidazolidin-2-one